cyclopropyl-N-(2-(S-methylsulfonimidoyl)pyridin-4-yl)-4-(trifluoromethyl)-1H-pyrazole C1(CC1)C1=NN(C=C1C(F)(F)F)C1=CC(=NC=C1)S(=O)(=N)C